p-aminoacetophenone CC(=O)C1=CC=C(C=C1)N